2-{5-[Methyl(piperidin-4-yl)amino][1,3]thiazolo[5,4-d][1,3]thiazol-2-yl}-5-(6-methylpyridazin-4-yl)pyridin-3-ol Trifluoroacetat FC(C(=O)O)(F)F.CN(C=1SC2=C(N1)SC(=N2)C2=NC=C(C=C2O)C2=CN=NC(=C2)C)C2CCNCC2